bis(2-pyridyl)-phenylmethane N1=C(C=CC=C1)C(C1=CC=CC=C1)C1=NC=CC=C1